NC1=CC(=NC(=C1)C=1C=C2C(=NC1)NCC21CC1)N1C(OCC1)=O 3-(4-amino-6-(1',2'-dihydrospiro[cyclopropane-1,3'-pyrrolo[2,3-b]pyridin]-5'-yl)pyridin-2-yl)oxazolidin-2-one